2-((4-hydroxypiperidin-1-yl)methyl)-3-methyl-5-(2-methyl-4-(6-(trifluoromethyl)-quinazolin-2-yl)phenyl)-6,7-dihydropyrazolo[1,5-a]pyrazin-4(5H)-one OC1CCN(CC1)CC1=NN2C(C(N(CC2)C2=C(C=C(C=C2)C2=NC3=CC=C(C=C3C=N2)C(F)(F)F)C)=O)=C1C